3,5-di-tert-butyl-4-oxocyclohex-2,5-dien C(C)(C)(C)C1=CCC=C(C1=O)C(C)(C)C